N-(tert-butyl)-2-methoxy-5-(5''-(methylsulfonamido)dispiro[cyclopropane-1,1'-cyclohexane-4',3''-indoline]-1''-carbonyl)benzenesulfonamide C(C)(C)(C)NS(=O)(=O)C1=C(C=CC(=C1)C(=O)N1CC2(C3=CC(=CC=C13)NS(=O)(=O)C)CCC1(CC2)CC1)OC